C(C)C1CCC2=CC=CC(=C12)CC=1N=CNC1 4-[(3-ethyl-2,3-dihydro-1H-inden-4-yl)methyl]-1H-imidazole